N-(5-(tert-butyl)isoxazol-3-yl)-3-(4,4,5,5-tetramethyl-1,3,2-dioxaborolan-2-yl)benzamide C(C)(C)(C)C1=CC(=NO1)NC(C1=CC(=CC=C1)B1OC(C(O1)(C)C)(C)C)=O